C(C)(C)(C)OC(=O)N[C@H]1[C@H](CCCC1)N1C=C(C=C1)C(=O)O 1-((1S,2R)-2-((tert-butoxycarbonyl)amino)cyclohexyl)-1H-pyrrole-3-carboxylic acid